COC1=NC=2N(C(C(=C(N2)C(F)(F)F)C2=CC=C(OCC#N)C=C2)=O)C=C1 (4-(8-methoxy-4-oxo-2-(trifluoromethyl)-4H-pyrimido[1,2-a]pyrimidin-3-yl)phenoxy)acetonitrile